[Ag+].P(=O)([O-])([O-])[O-].[Zr+4] zirconium phosphate silver salt